FC1(OC2=C(O1)C=CC(=C2)C(=O)N2C[C@H]([C@@H](CC2)C(=O)N2CCC(CC2)(O)CN2C=NC1=C(C2=O)C=CN1C)C1=CC=CC=C1)F 3-{[1-({(3R,4R)-1-[(2,2-difluoro-1,3-benzodioxol-5-yl)carbonyl]-3-phenylpiperidin-4-yl}carbonyl)-4-hydroxypiperidin-4-yl]methyl}-7-methyl-3,7-dihydro-4H-pyrrolo[2,3-d]pyrimidin-4-one